CC1(CNCC1)NC 3-methyl-3-(methylamino)pyrrolidin